OC[C@H]1[C@H](C[C@]2(CCCN12)C(=O)OC)C(=O)OC(C)(C)C 2-(tert-butyl) 7a-methyl (2S,3R,7aR)-3-(hydroxymethyl)tetrahydro-1H-pyrrolizine-2,7a(5H)-dicarboxylate